3-[4-[4-[2-[3-[(dimethylamino)methyl]phenyl]-1H-pyrrolo[2,3-b]pyridin-4-yl]-1-ethylpyrazol-3-yl]phenyl]-1,1-dimethylurea CN(C)CC=1C=C(C=CC1)C1=CC=2C(=NC=CC2C=2C(=NN(C2)CC)C2=CC=C(C=C2)NC(N(C)C)=O)N1